P(=O)(O[Si](C)(C)C)([O-])[O-] trimethylsilyl phosphate